BrC=1C=C2C(C(NC2=CC1)=O)=C1NC2=CC=CC=C2C1 5'-bromo-[2,3'-biindolinylidene]-2'-one